NC1=NC=2C=CC(=CC2C2=C1COC2)C(=O)N(CC=2SC1=C(C=NC=C1)N2)C(C)C2=NC=CC=N2 4-amino-N-(1-(pyrimidin-2-yl)ethyl)-N-(thiazolo[4,5-c]pyridin-2-ylmethyl)-1,3-dihydrofuro[3,4-c]quinoline-8-carboxamide